N1(CC(=CCC1)C=1N=C(SC1)NC(CNC(OC(C)(C)C)=O)=O)C1=CC=NC=C1 tert-butyl (2-((4-(5,6-dihydro-2H-[1,4'-bipyridin]-3-yl)thiazol-2-yl)amino)-2-oxoethyl)carbamate